Anti-2-(1-(2-fluoro-4-(trifluoromethyl)benzyl)-5-(4-(trifluoromethyl)phenyl)piperidin-3-yl)acetic acid FC1=C(CN2CC(CC(C2)C2=CC=C(C=C2)C(F)(F)F)CC(=O)O)C=CC(=C1)C(F)(F)F